COC1=CC=C(C=C1)N=NC1=CC=C(C=C1)O 4-methoxy-4'-hydroxyazobenzene